CS(=O)(=O)N1C(=CC=C1)O 1-(methanesulfonyl)-1H-pyrrolol